6-chloro-7-(5,7-dihydro-6H-pyrrolo[3,4-b]pyridin-6-yl)-4-oxo-1-(1-phenylethyl)-1,4-dihydro-1,8-naphthyridine-3-carboxylic acid ClC=1C=C2C(C(=CN(C2=NC1N1CC2=NC=CC=C2C1)C(C)C1=CC=CC=C1)C(=O)O)=O